(S)-N7-Methyl-3-phenyl-N5-((1R,5S,6s)-3-propionyl-3-azabicyclo[3.1.0]hexan-6-yl)-2,3-dihydrobenzofuran-5,7-dicarboxamid CNC(=O)C1=CC(=CC=2[C@@H](COC21)C2=CC=CC=C2)C(=O)NC2[C@@H]1CN(C[C@H]21)C(CC)=O